FC(C1=CC(=C(C(=O)O)C=C1)NS(=O)(=O)C1=CC=CC2=CC=CC=C12)(F)F 4-trifluoromethyl-2-(naphthalene-1-sulfonylamino)benzoic acid